1-(4-(7-(6-Amino-4-methyl-3-(trifluoromethyl)pyridin-2-yl)-6-chloropyrido[2,3-d]pyrimidin-4-yl)-3-methylpiperazin-1-yl)pent-2-ene-1,4-dione NC1=CC(=C(C(=N1)C=1C(=CC2=C(N=CN=C2N2C(CN(CC2)C(C=CC(C)=O)=O)C)N1)Cl)C(F)(F)F)C